(7R,14R)-1-(difluoromethoxy)-11-(3-(3-hydroxyoxetan-3-yl)prop-1-yn-1-yl)-6-(methyl-d3)-6,7-dihydro-7,14-methanobenzo[f]benzo[4,5]imidazo[1,2-a][1,4]diazocin-5(14H)-one FC(OC1=CC=CC=2C(N([C@H]3C=4N([C@@H](C21)C3)C3=C(N4)C=CC(=C3)C#CCC3(COC3)O)C([2H])([2H])[2H])=O)F